BrC=1C=C(C=CC1)C(C(=O)OC(C)(C)C)(CCC(=O)OC(C)(C)C)C#N di-tert-butyl 2-(3-bromophenyl)-2-cyanopentanedioate